C(C1=CC=CC=C1)N1CCC(CC1)C1=C(OC=C1)C(=O)NC1=C(C=C(C=C1)C)C (1-Benzylpiperidin-4-yl)-N-(2,4-dimethylphenyl)-2-furamide